1-(2-((5-(5-(difluoromethyl)-1,3,4-oxadiazol-2-yl)pyrimidin-2-yl)amino)-2-(4-fluorophenyl)ethyl)pyrrolidin-2-one FC(C1=NN=C(O1)C=1C=NC(=NC1)NC(CN1C(CCC1)=O)C1=CC=C(C=C1)F)F